(3-(((tert-butyldimethylsilyl)oxy)methyl)quinoxalin-6-yl)ethan-1-one [Si](C)(C)(C(C)(C)C)OCC=1C=NC2=CC=C(C=C2N1)C(C)=O